C(C)OC(CC(C1=CC2=C(N(N=N2)C)C(=C1)OC)C1=CC(=C(C=C1)C)CO)=O Ethyl-3-(3-(hydroxymethyl)-4-methylphenyl)-3-(7-methoxy-1-methyl-1H-benzo[d][1,2,3]triazol-5-yl)propanoate